tert-Butyl-2-(6-chloropyridin-2-yl)-1H-pyrrolo[3,2-c]pyridine-1-carboxylate C(C)(C)(C)OC(=O)N1C(=CC=2C=NC=CC21)C2=NC(=CC=C2)Cl